CC1C(CCCC1C)NCC(CS(=O)(=O)O)C 3-(2,3-Dimethylcyclohexyl)amino-2-methyl-propane-1-sulfonic acid